The molecule is a member of the class of tetrahydrothiophenes that is tetrahydrothiophene in which the sulfur has been oxidised to give the corresponding sulfone. A colourless, high-boiling (285℃) liquid that is miscible with both water and hydrocarbons, it is used as an industrial solvent, particularly for the purification of hydrocarbon mixtures by liquid-vapour extraction. It has a role as a polar aprotic solvent. It is a sulfone and a member of tetrahydrothiophenes. It derives from a hydride of a tetrahydrothiophene. C1CCS(=O)(=O)C1